BrC1=C(C=C2C(=N1)NC(=C2)CN2C(=CC=CC2=O)C(=O)N(C)C2=CC=C(C=C2)F)C 1-((6-bromo-5-methyl-1H-pyrrolo[2,3-b]pyridin-2-yl)methyl)-N-(4-fluorophenyl)-N-methyl-6-oxo-1,6-dihydropyridine-2-carboxamide